BrC=1C=C(C=O)C=C(C1C1CC1)Cl 3-bromo-5-chloro-4-cyclopropylbenzaldehyde